C(C)N1C=C(C(C2=CC=CC=C12)=O)S(=O)(=O)N1CCC2(C[C@H](CO2)N(C(OC(C)(C)C)=O)C[C@@H](COC2=CC(=CC=C2)S(=O)(=O)C(C)C)O)CC1 tert-butyl ((R)-8-((1-ethyl-4-oxo-1,4-dihydroquinolin-3-yl)sulfonyl)-1-oxa-8-azaspiro[4.5]decan-3-yl)((S)-2-hydroxy-3-(3-(isopropylsulfonyl)phenoxy)propyl)carbamate